TriVinyl-TriMethyl-CycloTriSilazane C(=C)[SiH]1N([SiH](N([SiH](N1C)C=C)C)C=C)C